O=C1N(C(C[C@@H]1NS(=O)(=O)C1=C(C=C(C=C1C)C)C)=O)C1CC(C1)CCC1=NC=2NCCCC2C=C1 N-((S)-2,5-dioxo-1-((1r*,3R*)-3-(2-(5,6,7,8-tetrahydro-1,8-naphthyridin-2-yl)ethyl)cyclobutyl)pyrrolidin-3-yl)-2,4,6-trimethylbenzenesulfonamide